tert-butyl (S)-3-methyl-6-(3-oxo-3,4-dihydrospiro[benzo[b][1,4]oxazine-2,1'-cyclopropan]-7-yl)-3,4-dihydropyridine-1(2H)-carboxylate C[C@@H]1CN(C(=CC1)C=1C=CC2=C(OC3(CC3)C(N2)=O)C1)C(=O)OC(C)(C)C